3,3-dimethyl-N-trityl-2,3-dihydropyrazolo[5,1-b]oxazole CC1(N2C(OC1)=CCN2C(C2=CC=CC=C2)(C2=CC=CC=C2)C2=CC=CC=C2)C